1-(3-cyano-2-pyridyl)-8-chloro-6-fluoro-1,4-dihydro-7-pyrrolidinyl-4-oxo-3-quinolinecarboxylic acid C(#N)C=1C(=NC=CC1)N1C=C(C(C2=CC(=C(C(=C12)Cl)N1CCCC1)F)=O)C(=O)O